5-[2-(piperidine-1-carbonyl)benzimidazol-1-yl]-1,3-dihydro-benzimidazol-2-one N1(CCCCC1)C(=O)C1=NC2=C(N1C1=CC3=C(NC(N3)=O)C=C1)C=CC=C2